CN(C(=O)C1=NN2C(CN(CCC2)C(=O)OC(C)(C)C)=C1O)C tert-butyl 2-(dimethylcarbamoyl)-3-hydroxy-7,8-dihydro-4H-pyrazolo[1,5-a][1,4]diazepine-5(6H)-carboxylate